7-(benzyloxy)-4-(1,4-diazepan-1-yl)-6-methoxyquinazoline hydrochloride Cl.C(C1=CC=CC=C1)OC1=C(C=C2C(=NC=NC2=C1)N1CCNCCC1)OC